4-((1R,4R)-4-aminocyclohexyl)piperazine-1-carboxylic acid methyl ester COC(=O)N1CCN(CC1)C1CCC(CC1)N